4-chloro-3-(2-chloroethoxy)-8-(2-(4-(2-((2-(2,6-dioxopiperidin-3-yl)-1,3-dioxoisoindole-5-yl)oxy)ethoxy)piperidin-1-yl)pyrimidin-5-yl)-5,6,7,8-tetrahydronaphthalene-2-carbonitrile ClC1=C(C(=CC=2C(CCCC12)C=1C=NC(=NC1)N1CCC(CC1)OCCOC=1C=C2C(N(C(C2=CC1)=O)C1C(NC(CC1)=O)=O)=O)C#N)OCCCl